ClC1=NC=2N(C(=C1)NCC=1SC=C(N1)C1CC1)N=CC2C(C)C 5-Chloro-N-((4-cyclopropylthiazol-2-yl)methyl)-3-isopropylpyrazolo[1,5-a]pyrimidin-7-amine